OC1=CC=C(C=C1)N1C(=C(C=C1C)C(CN1CCCC1)=O)C 1-(1-(4-Hydroxyphenyl)-2,5-dimethyl-1H-pyrrol-3-yl)-2-(pyrrolidin-1-yl)ethanone